N-(1,3-dihydroxypropan-2-yl)nicotinamide OCC(CO)NC(C1=CN=CC=C1)=O